Methyl 4-(1-acetylpiperidine-4-carboxamido)-3-aminobenzoate C(C)(=O)N1CCC(CC1)C(=O)NC1=C(C=C(C(=O)OC)C=C1)N